C1(CC1)C=1C=C(OC=2C(=CC=3N(N2)C=CC3)C3=NOC[C@H](N3)CC3=C(C=C(C=C3)C)C)C=CC1 |r| 2-(3-cyclopropylphenoxy)-3-[(5RS)-5-(2,4-dimethylbenzyl)-5,6-dihydro-4H-1,2,4-oxadiazin-3-yl]pyrrolo[1,2-b]pyridazine